N-[5-[5-methyl-3-[(3-phenylazetidin-3-yl)methoxy]isoxazol-4-yl]pyrazolo[1,5-a]pyridin-2-yl]cyclopropanecarboxamide CC1=C(C(=NO1)OCC1(CNC1)C1=CC=CC=C1)C1=CC=2N(C=C1)N=C(C2)NC(=O)C2CC2